C1CCCC1\2CNCC/C2=C/N2C=NC(=CC2=O)C2=CC=CC=C2 (Z)-3-((7-azaspiro[4.5]decan-10-ylidene)methyl)-6-phenylpyrimidin-4(3H)-one